ClC1=C(C(=CC=C1)OC)C1=C(C(=O)NC=2SC(=NN2)OCC2=CC=C(C=C2)Cl)C=CN=C1 3-(2-chloro-6-methoxyphenyl)-N-(5-((4-chlorobenzyl)oxy)-1,3,4-thiadiazol-2-yl)isonicotinamide